CC([C@@H](C(N1[C@@H](C[C@H](C1)OC1=CC=CC=C1)C(NC=1SC(=CN1)C1=CC=CC=C1)=O)=O)NC(=O)C1=CC2=C(S1)C=CC(=C2)C(F)(F)P(O)(O)=O)(C)C ((2-(((S)-3,3-dimethyl-1-oxo-1-((2S,4R)-4-phenoxy-2-((5-phenylthiazol-2-yl)carbamoyl)pyrrolidin-1-yl)butan-2-yl)carbamoyl)benzo[b]thiophen-5-yl)difluoromethyl)phosphonic acid